C(C)OC1=NC=CC=C1C1=CC(=C2C(=N1)C(=NN2C(C)C)C)NCC2=NC=CC(=C2)OC 5-(2-ethoxy-3-pyridinyl)-1-isopropyl-N-[(4-methoxy-2-pyridinyl)methyl]-3-methyl-pyrazolo[4,3-b]pyridin-7-amine